8-acetyl-6-(difluoromethyl)-3-methyl-2-morpholino-quinazolin-4-one C(C)(=O)C=1C=C(C=C2C(N(C(=NC12)N1CCOCC1)C)=O)C(F)F